5-methoxy-3,4-dibromo-2(5H)-furanone COC1C(=C(C(O1)=O)Br)Br